ClC=1N=C(C2=C(N1)C(=CS2)[C@@H]2O[C@@H]([C@@H]1[C@H]2OC(O1)(C)C)CO)NC1CCCC1 ((3aR,4R,6S,6aS)-6-(2-chloro-4-(cyclopentylamino)thieno[3,2-d]pyrimidin-7-yl)-2,2-dimethyltetrahydrofuro[3,4-d][1,3]dioxolan-4-yl)methanol